N1C=C(C2=CC=CC=C12)CCOC=1C2=C(N=C(N1)C=1C=NC(=CC1)C)SC=N2 7-[2-(1H-indol-3-yl)ethoxy]-5-(6-methyl-3-pyridyl)thiazolo[5,4-d]pyrimidine